(4-aminoimidazo[1,5-a]quinoxalin-8-yl)((4aS,9bS)-9-fluoro-7-(trifluoromethoxy)-3,4,4a,9b-tetrahydrobenzofuro[3,2-b]pyridin-1(2H)-yl)methanone NC=1C=2N(C3=CC(=CC=C3N1)C(=O)N1[C@@H]3[C@H](CCC1)OC1=C3C(=CC(=C1)OC(F)(F)F)F)C=NC2